FC=1C=CC=C2C=C(C(NC12)=O)NC1=NC(=NC=C1F)NC1=CC(=C(C=C1)OC1CC(C1)N(C)C)OC 8-fluoro-3-(5-fluoro-2-{3-methoxy-4-[(1s,3s)-3-(dimethylamino)cyclobutoxy]phenyl-amino}-4-pyrimidinylamino)-1,2-dihydro-2-quinolinone